4-bromo-1-(3-(3-hydroxyazetidin-1-yl)propyl)indoline BrC1=C2CCN(C2=CC=C1)CCCN1CC(C1)O